2,3-dihydroinden-1-one oxime C1(CCC2=CC=CC=C12)=NO